OC1=CC=C(COC(CN)=O)C=C1 glycine 4-hydroxybenzyl ester